ClC1=[NH+]C=CC=C1Cl 2,3-dichloropyridin-1-ium